N-tert-butyl-2-{[2-(4-chloropyridin-2-yl)-5-hydroxy-5H,6H,7H-cyclopenta[d]pyrimidin-4-yl](methyl)amino}acetamide C(C)(C)(C)NC(CN(C)C=1C2=C(N=C(N1)C1=NC=CC(=C1)Cl)CCC2O)=O